methyl 4-[2-(cyclopropoxy)phenyl]-7-fluoro-6-[1-[3-(triazol-1-yl)propanoyl]-3,6-dihydro-2H-pyridin-5-yl]-1H-indole-2-carboxylate C1(CC1)OC1=C(C=CC=C1)C1=C2C=C(NC2=C(C(=C1)C1=CCCN(C1)C(CCN1N=NC=C1)=O)F)C(=O)OC